ClC=1C(=NC2=CC=CC=C2N1)NCC1=CC=C(C=C1)Cl 3-chloro-N-(4-chlorobenzyl)quinoxaline-2-amine